S(=O)(=O)([O-])[O-].[Co+2] cobalt sulphate salt